hexoxystyrene N-((S)-4-((4-fluoro-3-methylphenyl)carbamoyl)-2,3-dihydro-1H-inden-1-yl)carbamate FC1=C(C=C(C=C1)NC(=O)C1=C2CC[C@@H](C2=CC=C1)NC(O)=O)C.C(CCCCC)OC=CC1=CC=CC=C1